Tert-Butyl 4-(2-methylquinolin-6-yl)piperidine-1-carboxylate CC1=NC2=CC=C(C=C2C=C1)C1CCN(CC1)C(=O)OC(C)(C)C